C(C)(C)(C)OC(CCN1C(C2=C(N=C(N=C2)SC(C)(C)C)CC1)=O)=O.NC(CCCC)(N)N tri-aminopentane tert-butyl-3-(2-tert-butylthio-5-oxo-7,8-dihydropyrido[4,3-d]pyrimidin-6(5H)-yl)propanoate